[Cl-].[Cl-].C(C)(C)C=1C(C2=CC=CC(=C2C1)C1=CC=C(C=C1)OC)[Zr+2]C1C(=CC2=C(C=CC=C12)C1=CC=C(C=C1)OC)C(C)C bis(2-isopropyl-4-(4-methoxy-phenyl)-indenyl)zirconium dichloride